COC(C1=C(C=C(C(=C1)OCC1=CC=CC=C1)OC)[N+](=O)[O-])=O 5-(benzyloxy)-4-methoxy-2-nitrobenzoic acid methyl ester